C(C)(=O)[C@@]1([C@@H](O[C@@H]([C@]1(O)C(C)=O)C(O)C(C)=O)N1C(=O)NC(=O)C=C1)O 2',3',5'-triacetyluridine